C(C)(C)O sec-Propyl alcohol